COC1=CC=C(CSCCN)C=C1 2-(4-methoxy-benzylsulfanyl)-ethylamine